FC1=CC=C(C=C1)COC1=CC(=NN1C(=O)C1=C(OC=C1)C)C1C(N(C1C(F)(F)F)CC(=O)N1CCOCC1)=O 3-{5-[(4-Fluorophenyl)methoxy]-1-(2-methylfuran-3-carbonyl)-1H-pyrazol-3-yl}-1-[2-(morpholin-4-yl)-2-oxoethyl]-4-(trifluoromethyl)azetidin-2-on